NCCN1CC2(CN(C2)C(=O)OC(C)(C)C)C1 tert-butyl 6-(2-aminoethyl)-2,6-diazaspiro[3.3]heptane-2-carboxylate